ClCCNS(=O)(=O)C1=CC=C(C=C1)C1=CC=C(C=C1)C#N N-(2-chloroethyl)-4'-cyano-[1,1'-biphenyl]-4-sulfonamide